(Z)-2,3-dichloro-1,1,1,4,4,4-hexafluorobut-2-ene Cl\C(\C(F)(F)F)=C(\C(F)(F)F)/Cl